C(C)(C)C1=CC=C(C=N1)COC1=C(C=C(CN2C(=NC=3C2=NC=C(C3)C=3C=NN(C3)C)N)C=C1)OC 3-(4-((6-isopropylpyridin-3-yl)methoxy)-3-methoxybenzyl)-6-(1-methyl-1H-pyrazol-4-yl)-3H-imidazo[4,5-b]pyridin-2-amine